COC1(CC1)C(=O)C1=CC=C(C(=O)O)C=C1 4-(1-methoxycyclopropanecarbonyl)benzoic acid